C(#N)C1=C(C=C(OC2CCC(CC2)NC(=O)C2=NC=C(N=C2)F)C=C1)OC N-((1r,4r)-4-(4-cyano-3-methoxyphenoxy)cyclohexyl)-5-fluoropyrazine-2-carboxamide